3,7-dihydroxy-2-(3,4-dihydroxyphenyl)-2,3-dihydrochromen-4-one OC1C(OC2=CC(=CC=C2C1=O)O)C1=CC(=C(C=C1)O)O